THIOCHROMENOTHIAZOLE S1CN=C2C1=CC=1C=CC=CC1S2